2-(2,6-dioxo-3-piperidyl)-5-[4-[[(4R)-2-oxo-4-(piperazin-1-ylmethyl)pyrrolidin-1-yl]methyl]-1-piperidyl]isoindoline-1,3-dione O=C1NC(CCC1N1C(C2=CC=C(C=C2C1=O)N1CCC(CC1)CN1C(C[C@@H](C1)CN1CCNCC1)=O)=O)=O